NC=1C=CC=C2CN(C(C12)=O)CC1=CC=C(C=C1)OC 7-amino-2-[(4-methoxy-phenyl)methyl]-2,3-dihydro-1H-isoindol-1-one